CC1(C2CC3CC(CC1C3)C2)OC(=O)CCCOC(=O)C2C3C1C4C=CC(C1C(C2)C3=O)C4=O 8-(3-(2-methyl-2-adamantyloxycarbonyl)propoxycarbonyl)-11,12-dioxo-tetracyclo[4.4.0.12,5.17,10]-3-dodecene